S-methyl-thiosemicarbazide CS=C(NN)N